(S)-2-(1-Isopropyl-7-methyl-4-oxo-1,4-dihydro-5H-pyrazolo[3,4-d]pyridazin-5-yl)-N-(1-(4-(trifluoromethoxy)phenyl)ethyl)acetamid C(C)(C)N1N=CC2=C1C(=NN(C2=O)CC(=O)N[C@@H](C)C2=CC=C(C=C2)OC(F)(F)F)C